CN1N=CC(=C1)S(=O)(=O)N1CCC2(C[C@@H](OC2=O)CCN2CCN(CC2)C2=CC=C(C=C2)C)CC1 (R)-8-((1-methyl-1H-pyrazol-4-yl)sulfonyl)-3-(2-(4-(p-tolyl)piperazin-1-yl)ethyl)-2-oxa-8-azaspiro[4.5]decan-1-one